C1(=C2N(C=N1)CCC2)C(C(NC=2SC=CN2)=O)N2CC1=C(C=C(C=C1C2=O)C2=CC=C(C=C2)N2CC1(C2)CCN(C1)C(=O)OC(C)(C)C)F tert-butyl 2-[4-[2-[1-(6,7-dihydro-5H-pyrrolo[1,2-c]imidazol-1-yl)-2-oxo-2-(thiazol-2-ylamino)ethyl]-7-fluoro-3-oxo-isoindolin-5-yl]phenyl]-2,7-diazaspiro[3.4]octane-7-carboxylate